N1C(C=CC1)C(=O)O 2,5-dihydro-1H-pyrrole-2-carboxylic acid